C1(CC1)C=1C=C(C=2N(C1)C=C(N2)CNC(=O)C2=C(C(=O)O)C=CC=C2)N2CC(NCC2)=O 2-(((6-cyclopropyl-8-(3-oxopiperazin-1-yl)imidazo[1,2-a]pyridin-2-yl)methyl)carbamoyl)benzoic acid